ICCCCCC(OCCC)OCCC 6-iodo-1,1-dipropyloxy-hexane